2-(3-fluoropyridin-4-yl)-1H,5H,6H,7H-pyrrolo[3,2-c]Pyridin-4-one FC=1C=NC=CC1C1=CC=2C(NCCC2N1)=O